[N-](S(=O)(=O)C(F)(F)F)S(=O)(=O)C(F)(F)F.[Li].C(C)N1C=[N+](C=C1)C 1-ethyl-3-methylimidazolium lithium bis(trifluoromethanesulfonyl)imide